NC1=NN2C(N=CC=C2)=C1C(=O)NC=1C=NN(C1C1=C(C=CC(=C1)Cl)OC)CC1OCCCC1 2-amino-N-(5-(5-chloro-2-methoxyphenyl)-1-((tetrahydro-2H-pyran-2-yl)methyl)-1H-pyrazol-4-yl)pyrazolo[1,5-a]pyrimidine-3-carboxamide